2-(4-amino-3-bromo-phenyl)-N-methyl-acetamide NC1=C(C=C(C=C1)CC(=O)NC)Br